N-(4-(2-(2,3-dihydroxypropylamino)-2-oxoethyl)phenyl)acetamide OC(CNC(CC1=CC=C(C=C1)NC(C)=O)=O)CO